NC1=C(C=C(N=N1)C1=C(C=CC=C1)O)N1CCN(CCC1)C1=NC(=NC=C1)C=C o-{6-amino-5-[4-(2-vinyl-4-pyrimidinyl)-1,4-diazepan-1-yl]-3-pyridazinyl}phenol